N[C@H](C(=O)N1C(C2C(C2C1)(C)C)C(=O)O)[C@@H](CC)C 3-[(2S,3R)-2-amino-3-methyl-pentanoyl]-6,6-dimethyl-3-azabicyclo[3.1.0]hexane-2-carboxylic acid